(+)-Lysergic Acid CN1C[C@@H](C=C2[C@H]1CC3=CNC4=CC=CC2=C34)C(=O)O